tert-butyl (2S)-2-(4-fluoro-2-isopropylphenyl)pyrrolidine-1-carboxylate FC1=CC(=C(C=C1)[C@H]1N(CCC1)C(=O)OC(C)(C)C)C(C)C